CC1=NN=C(S1)NC1=CC2=C(N(C(=N2)C2=CC(=C(C(=C2)OC)OC)OC)CCC)C=C1N1CCOCC1 methyl-N-(6-morpholinyl-1-propyl-2-(3,4,5-trimethoxyphenyl)-5-benzimidazolyl)-1,3,4-thiadiazol-2-amine